N1(CCCC1)CC1=CC=C(S1)C1=CC(=C2C=CC=NC2=C1)C1(CC1)C1=C(C(=O)N)C=CC=C1 (1-(7-(5-(pyrrolidin-1-ylmethyl)thiophen-2-yl)quinolin-5-yl)cyclopropyl)benzamide